FC(C1=CC=C(C(N1)=O)C(=O)OC)F methyl 6-(difluoromethyl)-2-oxo-1,2-dihydropyridine-3-carboxylate